ClC=1C=C(C(=O)NCC2(C(C(N(C(C2([2H])[2H])([2H])[2H])C(=O)OC(C)(C)C)([2H])[2H])([2H])[2H])[2H])C=C(C1)F tert-butyl 4-[[(3-chloro-5-fluoro-benzoyl)amino]methyl]-2,2,3,3,4,5,5,6,6-nonadeuterio-piperidine-1-carboxylate